Cl.C(=C)NC(C=C)=N N-vinyl-acrylamidine hydrochloride